2-bromo-2-(3-methoxyphenyl)acetyl chloride BrC(C(=O)Cl)C1=CC(=CC=C1)OC